dibromo-disilacyclobutane Br[Si]1([SiH2]CC1)Br